NC=1C=C(C(=NC1)N1C=NC(=C1)C1CN(CCO1)C(=O)OC(C)(C)C)F tert-butyl 2-(1-(5-amino-3-fluoropyridin-2-yl)-1H-imidazol-4-yl)morpholine-4-carboxylate